2-methyl-5-phenyl-oxazole CC=1OC(=CN1)C1=CC=CC=C1